C1(CC1)N1C=NC2=C1C(=NC(=C2)C2=CC=C1C(=C2)N(C(C12CCNCC2)=O)C2CC(C2)N2CCCCC2)NC=2C=CC(=C(C(=O)NC)C2)C 5-((3-Cyclopropyl-6-(2-oxo-1-((1s,3s)-3-(piperidin-1-yl)cyclobutyl)spiro[indoline-3,4'-piperidin]-6-yl)-3H-imidazo[4,5-c]pyridin-4-yl)amino)-N,2-dimethylbenzamide